1,7-bis(acridin-9-yl)n-heptane C1=CC=CC2=NC3=CC=CC=C3C(=C12)CCCCCCCC=1C2=CC=CC=C2N=C2C=CC=CC12